Ethyl (2''R,6'R,7a'R)-2''-fluoro-3'-oxodihydro-5'H-dispiro[cyclopropane-1,1'-pyrrolizine-6',1''-cyclopropane]-7a'(7'H)-carboxylate F[C@H]1[C@]2(C1)CN1C(CC3([C@]1(C2)C(=O)OCC)CC3)=O